C(C1=CC=CC=C1)[C@@H]1N(C(OC1)=O)C([C@@H](CC1=CC(=CC(=C1)F)Br)[C@@H]1CN(CC1)C(=O)OC(C)(C)C)=O tert-butyl (R)-3-((S)-1-((S)-4-benzyl-2-oxooxazolidin-3-yl)-3-(3-bromo-5-fluorophenyl)-1-oxopropan-2-yl)pyrrolidine-1-carboxylate